2-(4-(2-(1,4-dimethyl-1H-pyrrolo[2,3-b]pyridin-3-yl)-3-isopropyl-1H-indol-5-yl)piperidin-1-yl)-N,N-dimethylacetamide CN1C=C(C=2C1=NC=CC2C)C=2NC1=CC=C(C=C1C2C(C)C)C2CCN(CC2)CC(=O)N(C)C